COC=1C=NC=C(C(=O)NC2=NC=3C(=C(C=CC3C=3N2CCN3)OCCCN3CCOCC3)OC)C1 5-methoxy-N-[7-methoxy-8-(3-morpholin-4-ylpropoxy)-2,3-dihydroimidazo[1,2-c]quinazolin-5-yl]nicotinamide